FC1CN(CC1)C1=NC(=NN1C)C=CCC1=CC=CC=C1 5-(3-fluoropyrrolidin-1-yl)-1-methyl-3-(3-phenylprop-1-en-1-yl)-1H-1,2,4-triazole